ClC1=CC=C(C=C1)N(C(=O)N1[C@@H](C[C@H](C1)OC)C(=O)NC1=C(C=CC(=C1)C(CCC1CC1)(N[S@](=O)C(C)(C)C)C1=CC(=CC=C1)C#N)F)C (2S,4R)-N1-(4-chlorophenyl)-N2-(5-(1-(3-cyanophenyl)-3-cyclopropyl-1-((R)-1,1-dimethylethylsulfinamido)propyl)-2-fluorophenyl)-4-methoxy-N1-methylpyrrolidine-1,2-dicarboxamide